4-(((1r,4r)-4-aminocyclohexyl)oxy)benzoic acid hydrochloride Cl.NC1CCC(CC1)OC1=CC=C(C(=O)O)C=C1